C(COCCN(C(C)C)C)OCCN(C(C)C)C N,N'-((ethane-1,2-diylbis(oxy))bis(ethane-2,1-diyl))bis(N-methylpropan-2-amine)